BrCCCCCCCC(OCCCCCCCC)OCCCCCCCC 8-bromo-1,1-bis(octyloxy)octane